C(C)(C)(C)C1=CC=C(C=C1)[C@@H]1P([C@@H](CC1)C1=CC=C(C=C1)C(C)(C)C)(N(C)C)=O |r| rac-(1S,2R,5S)-2,5-bis(4-tert-butylphenyl)-1-(dimethylamino)phospholane-1-oxide